2-(tert-butyl)-N1,N1-bis(4-(tert-butyl)phenyl)-N4-(2,2-dimethyl-2,3-dihydro-1H-inden-4-yl)benzene-1,4-diamine C(C)(C)(C)C1=C(C=CC(=C1)NC1=C2CC(CC2=CC=C1)(C)C)N(C1=CC=C(C=C1)C(C)(C)C)C1=CC=C(C=C1)C(C)(C)C